2-[4-chloro-2-oxo-1'-(1H-pyrazolo[3,4-b]pyridine-5-carbonyl)spiro[indole-3,4'-piperidin]-1-yl]-N-(2,2,2-trifluoroethyl)acetamide ClC1=C2C(=CC=C1)N(C(C21CCN(CC1)C(=O)C=1C=C2C(=NC1)NN=C2)=O)CC(=O)NCC(F)(F)F